tert-butyl (R)-(14-((4-((1-(5-bromothiophen-2-yl)ethyl)amino)-7-methoxy-2-methylquinazolin-6-yl)oxy)-3,6,9,12-tetraoxatetradecyl)carbamate BrC1=CC=C(S1)[C@@H](C)NC1=NC(=NC2=CC(=C(C=C12)OCCOCCOCCOCCOCCNC(OC(C)(C)C)=O)OC)C